N1N=NC(C(C1=O)=O)=O Triazintrion